C(C1=CC=CC=C1)OC=1C(=C(C=CC1)N1N=CC2=C1COCC2=NS(=O)C(C)(C)C)Cl N-(1-(3-(benzyloxy)-2-chlorophenyl)-1,7-dihydropyrano[3,4-c]pyrazol-4(5H)-ylidene)-2-methylpropane-2-sulfinamide